1-(4-chloro-3-nitrophenyl)-3-(3-cyanophenyl)urea ClC1=C(C=C(C=C1)NC(=O)NC1=CC(=CC=C1)C#N)[N+](=O)[O-]